BrC1=CC2=C(N=C(S2)N)C=C1F 6-bromo-5-fluorobenzo[d]thiazol-2-amine